FCCCN1CC(C1)(N)C 1-(3-fluoropropyl)-3-methylazetidin-3-amine